C(C)OC1=C(C(=CC(=C1)CN1CCC(CC1)(F)CNC1=CC(=C(C(=O)O)C=C1)OC)OCC)C1=CC=C(C=C1)F 4-(((1-((2,6-diethoxy-4'-fluoro-[1,1'-biphenyl]-4-yl)methyl)-4-fluoropiperidin-4-yl)methyl)amino)-2-methoxybenzoic acid